ClC1=CC=C(C=C1)NC(N(CCN1CCOCC1)C1=CC=C(C=C1)CC(=O)NC1=CC=C(C=C1)OC(F)(F)F)=O 2-(4-{3-(4-chlorophenyl)-1-[2-(4-morpholinyl)ethyl]ureido}phenyl)-N-[4-(trifluoromethoxy)phenyl]acetamide